ClC1=CC=C(C=C1)[C@H](C)NC(CCC1=NC=2C(=NC=CC2)N1CC1=CC=C(C=C1)OC(F)(F)F)=O N-[(S)-1-(4-chloro-phenyl)-ethyl]-3-[3-(4-trifluoromethoxy-benzyl)-3H-imidazo[4,5-b]pyridin-2-yl]-propionamide